2,4-dimethyldocosanoic acid CC(C(=O)O)CC(CCCCCCCCCCCCCCCCCC)C